C(C=C)OC(=O)N[C@H]1C[C@H](N(C1)C(=O)OC(C)(C)C)C(=O)O (2S,4S)-4-(allyloxy-carbonylamino)-1-tert-butoxycarbonyl-pyrrolidine-2-carboxylic acid